1-(2-nitrophenyl)methanesulfonamide Tert-butyl-9-(4-bromo-2,6-dimethyl-phenyl)-8,10-dioxo-3-azaspiro[5.5]undecane-3-carboxylate C(C)(C)(C)OC(=O)N1CCC2(CC1)CC(C(C(C2)=O)C2=C(C=C(C=C2C)Br)C)=O.[N+](=O)([O-])C2=C(C=CC=C2)CS(=O)(=O)N